tri(4-fluorophenyl)phosphine FC1=CC=C(C=C1)P(C1=CC=C(C=C1)F)C1=CC=C(C=C1)F